4-Fluoro-N-methyl-6-(2-methylpyrazolo[1,5-a]pyrimidin-5-yl)-N-(piperidin-4-yl)-1,3-benzothiazol-2-amin-Hydrochlorid Cl.FC1=CC(=CC2=C1N=C(S2)N(C2CCNCC2)C)C2=NC=1N(C=C2)N=C(C1)C